4-Hydroxytryptophan OC=1C=CC=C2NC=C(C[C@H](N)C(=O)O)C12